N,2-dimethylthieno[2,3-d]pyrimidine-6-carboxamide CNC(=O)C1=CC2=C(N=C(N=C2)C)S1